C(C)(=O)N1N=CCC1C1=CC=C(C=C1)C(C)(C)C 2-acetyl-3-(4-tert-butylphenyl)-3,4-dihydropyrazol